C(C)(C)C1=C(C=C(C=C1OC)C=1N=CC2=CC=C(C=C2C1)C(=O)NCCNC(OC(C)(C)C)=O)OC tert-butyl (2-(3-(4-isopropyl-3,5-dimethoxyphenyl)isoquinoline-6-carboxamido)ethyl)carbamate